FC(C(=O)NC1=C(C(=O)NC=2SC=C(N2)C2=CC=C(C=C2)F)C=CC(=C1)F)(C1=CC=CC=C1)F 2-(2,2-Difluoro-2-phenylacetamido)-4-fluoro-N-(4-(4-fluorophenyl)thiazol-2-yl)benzamide